CC1=CC(=NO1)C(C)=O 1-(5-methylisoxazol-3-yl)ethan-1-one